(butan-2-yl)-2-(pyridin-4-yl)pyrido[3,4-d]pyrimidin-4-amine CC(CC)C1=CN=CC=2N=C(N=C(C21)N)C2=CC=NC=C2